O=[N+]([O-])C1C=CC(OP(=O)(O)O)=CC=1 p-Nitrophenylphosphate